Tert-Butyl (3-((6-bromo-2,3,4,9-tetrahydro-1H-carbazol-1-yl)amino)propyl)carbamate BrC=1C=C2C=3CCCC(C3NC2=CC1)NCCCNC(OC(C)(C)C)=O